4-[1-({6-[(4,4-dimethylpiperidin-1-yl)methyl]imidazo[1,2-a]pyridin-2-yl}methyl)-1H-1,2,3-triazol-4-yl]-1H-indazole CC1(CCN(CC1)CC=1C=CC=2N(C1)C=C(N2)CN2N=NC(=C2)C2=C1C=NNC1=CC=C2)C